NC1C2CCC(CCC1)N2C(=O)OC(C)(C)C tert-butyl 2-amino-9-azabicyclo[4.2.1]nonane-9-carboxylate